(E)-3-[5,7-difluoro-2-(4-fluorophenyl)-1H-indol-3-yl]prop-2-enoic acid methyl ester COC(\C=C\C1=C(NC2=C(C=C(C=C12)F)F)C1=CC=C(C=C1)F)=O